4'-(4-hydroxybutoxy)chalcone OCCCCOC1=CC=C(C(/C=C/C2=CC=CC=C2)=O)C=C1